2,2-bis(4-hydroxyphenyl)propane methyl-3-fluoro-5-(8-(7-isopropyl-1,3-dimethyl-2-oxo-2,3-dihydro-1H-benzo[d]imidazol-5-yl)isoquinolin-3-yl)picolinate COC(C1=NC=C(C=C1F)C=1N=CC2=C(C=CC=C2C1)C1=CC2=C(N(C(N2C)=O)C)C(=C1)C(C)C)=O.OC1=CC=C(C=C1)C(C)(C)C1=CC=C(C=C1)O